C(C)(C)(C)OC(=O)N1C[C@H]([C@@H](CC1)N)C (3R,4R)-4-amino-3-methylpiperidine-1-carboxylic acid tert-butyl ester